benzyl 4-(2,3-dihydro-1H-pyrrolo[2,3-b]pyridin-4-yl)-3-oxopiperazine-1-carboxylate N1CCC=2C1=NC=CC2N2C(CN(CC2)C(=O)OCC2=CC=CC=C2)=O